(E)-3-(1-methyl-1H-benzo[d]imidazol-2-yl)acrylate CN1C(=NC2=C1C=CC=C2)/C=C/C(=O)[O-]